CC=1C(=NC(=NC1)NC=1C=CC(=NC1)N1C[C@H](N([C@H](C1)C)C)C)NC=1C=CC2=C(NC(O2)=O)C1 methyl-N4-(2-oxo-2,3-dihydro-1,3-benzooxazol-5-yl)-N2-[2-(cis-3,4,5-trimethylpiperazino)pyridin-5-yl]-2,4-pyrimidinediamine